N(=[N+]=[N-])CCCCl azido-3-chloropropane